6-(2-((1R,5R,6R,8aS)-6-hydroxy-5-(hydroxymethyl)-5,8a-dimethyl-2-methylenedecahydronaphthalene-1-yl)ethoxy)-2-phenyl-4H-chromen-4-one O[C@H]1[C@@](C2CCC([C@H]([C@@]2(CC1)C)CCOC=1C=C2C(C=C(OC2=CC1)C1=CC=CC=C1)=O)=C)(C)CO